monooleyl alcohol C(CCCCCCC\C=C/CCCCCCCC)O